ClC1=CC=C(S1)CNC1=CC(=NN1C(=O)C1=CSC=C1)C1(CCNCC1)C N-[(5-chlorothiophen-2-yl)methyl]-3-(4-methylpiperidin-4-yl)-1-(thiophene-3-carbonyl)-1H-pyrazol-5-amine